Cl.CN1C2=C(N(C(C1=O)=O)C1CCNCC1)N=CC=C2 1-methyl-4-(piperidin-4-yl)-1,4-dihydropyrido[2,3-b]pyrazine-2,3-dione hydrochloride